5-chloro-N2-(p-carbamoylphenyl)-N4-(3-(trifluoromethyl)phenyl)pyrimidine-2,4-diamine ClC=1C(=NC(=NC1)NC1=CC=C(C=C1)C(N)=O)NC1=CC(=CC=C1)C(F)(F)F